CN1CC[N+](=C1F)C.F[P-](F)(F)(F)(F)F 2-fluoro-1,3-dimethylimidazolinium hexafluorophosphate